C1(CCC1)C(C=1C=C(C=CC1)C=1OC2=C(N1)C=C(C=C2C(F)(F)F)CN2C[C@H](CCC2)C)C2=NN=CN2C 2-{3-[cyclobutyl(4-methyl-1,2,4-triazol-3-yl)methyl]phenyl}-5-{[(3S)-3-methylpiperidin-1-yl]methyl}-7-(trifluoromethyl)-1,3-benzoxazole